2-((3-chlorophenyl)((5-fluoro-6-methylpyridin-2-yl)amino)methyl)-1-((2-(trimethylsilyl)ethoxy)methyl)-1H-imidazole-4-sulfonamide ClC=1C=C(C=CC1)C(C=1N(C=C(N1)S(=O)(=O)N)COCC[Si](C)(C)C)NC1=NC(=C(C=C1)F)C